1-(2,2-difluoro-1-(1H-imidazol-4-yl)ethyl)-4-(dimethylamino)-7-(trifluoromethyl)pyrido[2,3-d]pyrimidin-2(1H)-one FC(C(C=1N=CNC1)N1C(N=C(C2=C1N=C(C=C2)C(F)(F)F)N(C)C)=O)F